Benzyl N-[(1R)-1-[[(2-chloroacetyl)-[(2-oxo-pyrrolidin-3-yl)methyl]amino]carbamoyl]-3-methyl-butyl]carbamate ClCC(=O)N(CC1C(NCC1)=O)NC(=O)[C@@H](CC(C)C)NC(OCC1=CC=CC=C1)=O